N-(6-(2H-1,2,3-triazol-2-yl)-5-(trifluoromethyl)pyridin-3-yl)-4-(furan-2-yl)-2-methylbenzamide N=1N(N=CC1)C1=C(C=C(C=N1)NC(C1=C(C=C(C=C1)C=1OC=CC1)C)=O)C(F)(F)F